10-(2,4-difluorophenyl)-7-(9-(2-fluoroacryloyl)-7-oxo-3,9-diazabicyclo[3.3.1]nonan-3-yl)-9-(trifluoromethyl)-2,3-dihydro-5H-[1,4]thiazino[2,3,4-ij]quinazolin-5-one FC1=C(C=CC(=C1)F)C1=C(C=C2C(=NC(N3C2=C1SCC3)=O)N3CC1CC(CC(C3)N1C(C(=C)F)=O)=O)C(F)(F)F